tolylene isothiocyanate CC=1C(=CC(=CC1)N=C=S)N=C=S